Cl.N1CCC(CC1)C1=NN(C(=C1)NC(=O)C1=NC(=CC=C1)C1=CC=NN1)C1=NC=CC=C1 N-[3-(piperidin-4-yl)-1-(pyridin-2-yl)-1H-pyrazol-5-yl]-6-(1H-pyrazol-5-yl)pyridine-2-carboxamide hydrochloride